CC=1C=C(OC2=C(C(=O)OC)C=C(C=C2)C)C=CC1 Methyl 2-(3-methylphenoxy)-5-methylbenzoate